CC1(COC2(C1)CC=C(CC2)C2=NN(C=C2C=O)C2OCCCC2)C 3-[3,3-dimethyl-1-oxaspiro[4.5]dec-7-en-8-yl]-1-(oxacyclohex-2-yl)-1H-pyrazole-4-carbaldehyde